1-(8-Bromoquinolin-2-yl)-N-(2,6-dimethylphenyl)ethane-1-imine BrC=1C=CC=C2C=CC(=NC12)C(C)=NC1=C(C=CC=C1C)C